NC1=CC(=C(O1)CC=1OC(=CC1C)N)C Bis(5-amino-methylfuran-2-yl)methan